8-(4-hydroxypiperidin-1-yl)-5-methyl-6-oxo-5,6-dihydro-1,5-naphthyridine-2-carbonitrile OC1CCN(CC1)C1=CC(N(C=2C=CC(=NC12)C#N)C)=O